C(C)(C)(C)OC(=O)N1CCC(CC1)(C(=O)O)C(=O)OC 1-(tert-butoxycarbonyl)-4-methoxy-carbonylpiperidine-4-carboxylic acid